3-(4-Hydroxy-3-methoxyphenyl)-1-(2-hydroxy-4-phenylmethoxyphenyl)prop-2-en-1-one OC1=C(C=C(C=C1)C=CC(=O)C1=C(C=C(C=C1)OCC1=CC=CC=C1)O)OC